N[C@@H]1C[C@@H](CCC1)NC(=O)C1=CC(=CC=2N(C=NC21)CC(F)(F)F)C#CCNC=2C(OC)=CC=C(C2)C(NC)=O N-[(1R,3S)-3-aminocyclohexyl]-6-{3-[4-(N-methylcarbamoyl)-2-anisidino]-1-propynyl}-1-(2,2,2-trifluoroethyl)-1H-1,3-benzimidazole-4-carboxamide